glyceryl 2-myristate CCCCCCCCCCCCCC(=O)OC(CO)CO